(3S,4S)-1-(4-((3S,4R)-3-(methylamino)-4-(tetradecylcarbamoyl)pyrrolidine-1-carbonyl)benzoyl)-N3,N4-bis((1S,2R)-2-phenylcyclopropyl)pyrrolidine-3,4-dicarboxamide CN[C@@H]1CN(C[C@H]1C(NCCCCCCCCCCCCCC)=O)C(=O)C1=CC=C(C(=O)N2C[C@H]([C@@H](C2)C(=O)N[C@@H]2[C@H](C2)C2=CC=CC=C2)C(=O)N[C@@H]2[C@H](C2)C2=CC=CC=C2)C=C1